C(C1=CC=CC=C1)OC=1C(=C(C=C(C1F)C(F)(F)F)C1=NN(C2=NC(=NC=C21)N([C@@H]2CN([C@@H](CC2)C2=CC=CC=C2)S(=O)(=O)C)C)C)F 3-(3-(Benzyloxy)-2,4-difluoro-5-(trifluoromethyl)phenyl)-N,1-dimethyl-N-(cis-1-(methylsulfonyl)-6-phenylpiperidin-3-yl)-1H-pyrazolo[3,4-d]pyrimidin-6-amine